tert-butyl 6-[[(3-chloro-5-fluoro-benzoyl) amino] methyl]-2-azaspiro[3.3]heptane-2-carboxylate ClC=1C=C(C(=O)NCC2CC3(CN(C3)C(=O)OC(C)(C)C)C2)C=C(C1)F